FC=1C=CC(=C(OCCOCCNC(OC(C)(C)C)=O)C1)B1OC(C(O1)(C)C)(C)C tert-butyl (2-(2-(5-fluoro-2-(4,4,5,5-tetramethyl-1,3,2-dioxaborolan-2-yl)phenoxy)ethoxy)ethyl)carbamate